NC1C2(CC2)CCN(C1)C(=O)C1=CC2=C(N(C(=N2)C2=CC3=C(N2CC)SC=C3)C)C(=C1)OC (4-amino-6-azaspiro[2.5]octan-6-yl)(2-(6-ethyl-6H-thieno[2,3-b]pyrrol-5-yl)-7-methoxy-1-methyl-1H-benzo[d]imidazol-5-yl)methanone